COCOC=1C(=CC2=CN(N=C2C1C)C)C1=NC=2C=CN(C(C2C=C1)=O)C1C[C@H](N([C@H](C1)C)C(=O)OC(C)(C)C)C Tert-butyl (2R,6S)-4-[2-[6-(methoxymethoxy)-2,7-dimethyl-indazol-5-yl]-5-oxo-1,6-naphthyridin-6-yl]-2,6-dimethyl-piperidine-1-carboxylate